N-(3-chloro-4-fluorophenyl)-N'-3-pyridinylthiourea ClC=1C=C(C=CC1F)NC(=S)NC=1C=NC=CC1